FC1(CCNCC1)CN1C2=NC(=NC=C2NC1=O)C1=C(C=CC=C1)C(C)C 9-((4-fluoropiperidin-4-yl)methyl)-2-(2-isopropylphenyl)-7,9-dihydro-8H-purin-8-one